N-(2-chloro-3-(1-(2,5-dichloro-4-(2-(3-hydroxypyrrolidin-1-yl)ethoxy)phenoxy)-2,3-dihydro-1H-inden-4-yl)phenyl)-1,5-dimethyl-4,5,6,7-tetrahydro-1H-imidazo[4,5-c]pyridine-2-carboxamide ClC1=C(C=CC=C1C1=C2CCC(C2=CC=C1)OC1=C(C=C(C(=C1)Cl)OCCN1CC(CC1)O)Cl)NC(=O)C=1N(C2=C(CN(CC2)C)N1)C